C(CC)C1C=CC(O1)=O 5-propyl-2(5H)-furanone